FC=1C=C(C=CC1C)[C@]1(CN(CC1)C(=O)NC1=CC(=NC=C1C(=O)O)C)C1=NC=NS1 |o1:8| (R or S)-4-(3-(3-fluoro-4-methylphenyl)-3-(1,2,4-thiadiazol-5-yl)pyrrolidine-1-carboxamido)-6-methylnicotinic acid